C(C1=CC=CC=C1)N1[C@H]2CC[C@@H]([C@H]1CO)[C@@H]2F ((1S,3S,4S,7S)-2-benzyl-7-fluoro-2-azabicyclo[2.2.1]Hept-3-yl)methanol